(R)-(6-(3-methyl-1H-pyrrolo[2,3-b]pyridin-5-yl)-8-(morpholin-3-yl)-3,4-dihydroisoquinolin-2(1H)-yl)(morpholino)methanone CC1=CNC2=NC=C(C=C21)C=2C=C1CCN(CC1=C(C2)[C@H]2NCCOC2)C(=O)N2CCOCC2